OC1=C(C(=CC(=C1C(=O)N1[C@H](CCC1)C(=O)OC)CCCCC)O)C1=C(C=CC(=C1)C)C(=C)C methyl (2,6-dihydroxy-5'-methyl-4-pentyl-2'-(prop-1-en-2-yl)-[1,1'-biphenyl]-3-carbonyl)-D-prolinate